Rac-(1R,2R,3S,3aR,8bS)-8b-amino-1-hydroxy-6-methoxy-3a-(4-methoxyphenyl)-N,N-dimethyl-3-phenyl-2,3,3a,8b-tetrahydro-1H-cyclopenta[b]benzofuran-2-carboxamide N[C@@]12[C@@](OC3=C1C=CC(=C3)OC)([C@@H]([C@H]([C@H]2O)C(=O)N(C)C)C2=CC=CC=C2)C2=CC=C(C=C2)OC |r|